(hydroxyl-methyl)amino-methane OCNC